N-[2,2-difluoro-1-(hydroxymethyl)cyclopropyl]-2-methyl-5-[(pyridin-2-yl)methoxy]pyrazolo[1,5-a]pyridine-3-carboxamide FC1(C(C1)(CO)NC(=O)C=1C(=NN2C1C=C(C=C2)OCC2=NC=CC=C2)C)F